6-isopropyl-N1-methyl-4-phenyl-2,7-naphthyridine-1,6-diamine C(C)(C)C1(CC=2C(=CN=C(C2C=N1)NC)C1=CC=CC=C1)N